C1(C\C=C/CCC)C(=O)OC1=O 4-cis-3-heptene-1,1-dicarboxylic acid anhydride